5-(3-hydroxyphenyl)thienothiadiazole OC=1C=C(C=CC1)C1=CC2=C(N=NS2)S1